BrC=1C=C(C=C(C1)C=NC1=CC=C(C=C1)Cl)O 3-bromo-5-((4-chlorophenylimino)meth-yl)phenol